BrC=1C=NC=2N(C1)N=CC2CC2=CC1=C(OC(CO1)C=1C=NC(=CC1)OC)C(=C2)OC 6-bromo-3-((8-methoxy-2-(6-methoxypyridin-3-yl)-2,3-dihydrobenzo[b][1,4]dioxin-6-yl)methyl)pyrazolo[1,5-a]pyrimidine